C(C)OC1=CC=C(C=C1)CC(=O)N(CC1=CC=2N(C=C1)N=CC2)[C@H](C)C2=CC=CC=C2 (R)-2-(4-ethoxyphenyl)-N-(1-phenylethyl)-N-(pyrazolo[1,5-a]pyridin-5-ylmethyl)acetamide